benzyl (1R,4R)-4-((tert-butoxycarbonyl)amino)-3,3-difluorocyclopentane-1-carboxylate C(C)(C)(C)OC(=O)N[C@H]1C(C[C@@H](C1)C(=O)OCC1=CC=CC=C1)(F)F